O=C1OCC2=CC(=CC=C12)NCCOCCOC=1C=C(C=CC1)CNC([O-])=O (3-(2-(2-(1-oxo-1,3-dihydroisobenzofuran-5-ylamino)ethoxy)ethoxy)phenyl)methylcarbamate